3-bromo-5-(trifluoromethoxycarbonyl)phenylboronic acid pinacol ester BrC=1C=C(C=C(C1)C(=O)OC(F)(F)F)B1OC(C)(C)C(C)(C)O1